COCOC1=C(C#N)C=CC=C1 (E)-2-methoxymethoxy-benzonitrile